6-(4-(4-fluorophenyl)-1H-1,2,3-triazole-1-carbonyl)-L-lysine FC1=CC=C(C=C1)C=1N=NN(C1)C(=O)C(CCC[C@H](N)C(=O)O)N